phenylpentynediol C1(=CC=CC=C1)C(C#CCC)(O)O